CC1=C(C=C(C(=O)NC2=NC=CC(=C2)C(F)(F)F)C=C1)C#CC1=CC2=C(N(C=N2)CC=2C=NC=CC2)C=C1 4-methyl-3-((1-(pyridin-3-ylmethyl)-1H-benzo[d]imidazol-5-yl)ethynyl)-N-(4-(trifluoromethyl)pyridin-2-yl)benzamide